C(#N)CCC(=O)SCC1=CC=C(C(=O)NCC)C=C1 2-(4-(((3-cyanopropionyl)thio)methyl)benzoylamino)ethane